C1(=CC=CC=C1)[B-](C1=CC=CC=C1)(C1=CC=CC=C1)C1=CC=CC=C1.C(C)#N.C(C)#N.C(C)#N.C(C)#N.[Cu+] copper (I) tetra(acetonitrile) tetraphenylborate